tert-butyl (2S)-pyrrolidine-2-carboxylate N1[C@@H](CCC1)C(=O)OC(C)(C)C